C(C)(C)(C)OC(=O)N1CCOC=C1C1=CC(=CC(=C1)C1=CC(NC=C1)=O)Cl.C(C)(C)(C)C=1C(=CC(=C(C1)C(CS)(CCCCCCCCCCCCCC)C1=C(C=C(C(=C1)C(C)(C)C)O)C)C)O 2,2-bis-(5-tert-butyl-4-hydroxy-2-methylphenyl)-4-n-dodecyl-mercaptobutane tert-butyl-5-(3-chloro-5-(2-oxo-1,2-dihydropyridin-4-yl)phenyl)-2,3-dihydro-4H-1,4-oxazine-4-carboxylate